3-(3-methyl-4-nitrophenoxy)benzaldehyde CC=1C=C(OC=2C=C(C=O)C=CC2)C=CC1[N+](=O)[O-]